FC(OC1=C(C=C(C=C1N[C@@H](C)C1(CCNCC1)C)C1=NNC(O1)=O)F)F 5-[4-(Difluoromethoxy)-3-fluoro-5-{[(1S)-1-(4-methylpiperidin-4-yl)ethyl]amino}phenyl]-1,3,4-oxadiazol-2(3H)-one